1-((1H-Pyrazolo[3,4-b]pyridin-5-yl)methyl)-N-(3-(tert-butyl)-1-phenyl-1H-pyrazol-5-yl)indolin-6-carboxamid N1N=CC=2C1=NC=C(C2)CN2CCC1=CC=C(C=C21)C(=O)NC2=CC(=NN2C2=CC=CC=C2)C(C)(C)C